ClC1=CC=C(CC2=NC=C(C(=N2)OC2CCN(CC2)CC2=NC=3C(=NC=C(C3)C(OC)=N)N2C[C@H]2OCC2)F)C=C1 methyl (S)-2-((4-((2-(4-chlorobenzyl)-5-fluoropyrimidin-4-yl) oxy) piperidin-1-yl) methyl)-3-(oxetan-2-ylmethyl)-3H-imidazo[4,5-b]pyridine-6-carbimidate